ClC=1C=C(C=C(C1OC=1C=CC2=C(N(C=N2)C(C)C)C1)Cl)N1N=C(C(NC1=O)=O)C#N (3,5-dichloro-4-((1-isopropyl-1H-benzo[d]imidazol-6-yl)oxy)phenyl)-3,5-dioxo-2,3,4,5-tetrahydro-1,2,4-triazine-6-carbonitrile